3-(3-(4-((4-Aminopiperidin-1-yl)methyl)phenyl)-5-cyclohexyl-3H-imidazo[4,5-b]pyridin-2-yl)pyridin-2-amine NC1CCN(CC1)CC1=CC=C(C=C1)N1C(=NC=2C1=NC(=CC2)C2CCCCC2)C=2C(=NC=CC2)N